{di(trimethylsilyl)amino}diethylvinylsilane C[Si](C)(C)N([Si](C)(C)C)[SiH2]C=C(CC)CC